FC=1C(=NC=C(C1)F)CNC(=O)C1=C(N=C(S1)N1CCC(CC1)N1C[C@@H](CCC1)C)C N-[(3,5-difluoro-pyridin-2-yl)methyl]-4-methyl-2-[(3R)-3-methyl[1,4'-bipiperidin]-1'-yl]-1,3-thiazole-5-carboxamide